[Si](C1=CC=CC=C1)(C1=CC=CC=C1)(C(C)(C)C)OC[C@H](C)N1N=C2C(C(=NC(=C2)Cl)C=2C=NN(C2)C)=C1 (S)-2-(1-((tert-butyldiphenylsilyl)oxy)prop-2-yl)-6-chloro-4-(1-methyl-1H-pyrazole-4-yl)-2H-pyrazolo[4,3-c]pyridine